1-(5-bromo-4-chloro-2-pyridyl)-4-methyl-piperazine BrC=1C(=CC(=NC1)N1CCN(CC1)C)Cl